ClCC(=O)NC(NC=1C=NC=CC1C(F)(F)F)=O 2-chloro-N-((4-(trifluoromethyl)pyridin-3-yl)carbamoyl)acetamide